ethyl (E)-4-{[4-(3-chloro-10-[2-(2-methoxyethoxy)ethyl]-11-oxo-10,11-dihydro-5H-dibenzo[b,e][1,4]diazepin-5-yl)butyl]amino}but-2-enoate maleate C(\C=C/C(=O)O)(=O)O.ClC=1C=CC2=C(N(C3=C(N(C2=O)CCOCCOC)C=CC=C3)CCCCNC/C=C/C(=O)OCC)C1